methyltyrosine hydrochloride Cl.CN[C@@H](CC1=CC=C(C=C1)O)C(=O)O